7-fluoro-8-methyl-6-oxo-5,6-dihydropyrido[3,2-e]pyrrolo[1,2-a]pyrazine-3-carboxylic acid methyl ester COC(=O)C1=CC=2NC(C=3N(C2N=C1)C=C(C3F)C)=O